(S)-7-(2-(benzyloxy)-6-fluorobenzyl)-4-chloro-2-((1-methylpyrrolidin-2-yl)methoxy)imidazo[2,1-f][1,2,4]triazine C(C1=CC=CC=C1)OC1=C(CC2=CN=C3C(=NC(=NN32)OC[C@H]3N(CCC3)C)Cl)C(=CC=C1)F